(R,E)-4-(dimethyl-amino)-N-(4-meth-oxy-2-morpholino-5-((6-(3-(3-phenoxyphenyl)isoxazolidin-2-yl)pyrimidin-4-yl)amino)-phenyl)but-2-en-amide CN(C/C=C/C(=O)NC1=C(C=C(C(=C1)NC1=NC=NC(=C1)N1OCC[C@@H]1C1=CC(=CC=C1)OC1=CC=CC=C1)OC)N1CCOCC1)C